ClC=1C(=NC=CC1)C(=O)NC1C[C@@H]2[C@@H](CN(C2)C2=NC=C(C=C2)C=2C=3N(C=C(C2)OCC)N=CC3C#N)C1 3-chloro-N-((3aR,5s,6aS)-2-(5-(3-cyano-6-ethoxypyrazolo[1,5-a]pyridin-4-yl)pyridin-2-yl)octahydrocyclopenta[c]pyrrol-5-yl)picolinamide